C(ON1C(CCC2=CC=C(C=C12)CCN1CCN(CC1)C1=CC(=CC2=C1C=CS2)F)=O)(OC(CCCCCCCCCCC)C)=O (7-(2-(4-(6-fluorobenzothiophen-4-yl) piperazin-1-yl) ethyl)-2-oxo-3,4-dihydroquinolin-1(2H)-yl) methyldodecyl carbonate